N-[[6-(3-Methylbut-2-enoxy)-2-pyridyl]sulfonyl]-2-(2,2,4-trimethylpyrrolidin-1-yl)pyridin-3-carboxamid CC(=CCOC1=CC=CC(=N1)S(=O)(=O)NC(=O)C=1C(=NC=CC1)N1C(CC(C1)C)(C)C)C